C(C1=CC=CC=C1)(=O)NC(=O)C=1N=C(SC1)NC1=NC=NC=C1 N-benzoyl-2-(pyrimidin-4-ylamino)thiazole-4-carboxamide